C(CC)O[Si](OCCC)(OCCC)CN1CCOCC1 4-(Triprop-oxysilylmethyl)tetrahydro-1,4-oxazin